(R or S)-7-(1-acryloylpiperidin-4-yl)-2-(3,5-bis(methoxy-d3)-4-methylphenyl)-4,5,6,7-tetrahydropyrazolo[1,5-a]pyrimidine-3-carboxamide C(C=C)(=O)N1CCC(CC1)[C@H]1CCNC=2N1N=C(C2C(=O)N)C2=CC(=C(C(=C2)OC([2H])([2H])[2H])C)OC([2H])([2H])[2H] |o1:10|